Bis-(3,5-dimethyl-4-hydroxyphenyl)sulfon CC=1C=C(C=C(C1O)C)S(=O)(=O)C1=CC(=C(C(=C1)C)O)C